[I].C(CCC)N1CN(C=C1)C 1-butyl-3-methylimidazole iodine salt